ClC1=CC=C(C=C1)[C@H](CC1=NOC(=N1)CN1C(NC(=C(C1=O)C)C=1C=NN(C1)C)=O)O (S)-3-((3-(2-(4-chlorophenyl)-2-hydroxyethyl)-1,2,4-oxadiazol-5-yl)methyl)-5-methyl-6-(1-methyl-1H-pyrazol-4-yl)pyrimidine-2,4(1H,3H)-dione